hexahydro-[1,2]dithiino[4,5-b]pyrazine N1C=2C(NCC1)CSSC2